C(C1=CC=CC=C1)SC=1C=C(C(=NC1)CC1(C(C=NC(=C1C1=CC=CC=C1)C)N)N)F 4-((5-(benzylthio)-3-fluoropyridin-2-yl)methyl)-6-methyl-5-phenylpyridine-3,4-diamine